tert-butyl 5-(3-(2-(4-(1-(cyclopropanecarbonyl)indolin-5-yl)-5-methylthiazol-2-ylamino)-2-oxoethyl)phenoxy)-3,3-dimethylpentylcarbamate C1(CC1)C(=O)N1CCC2=CC(=CC=C12)C=1N=C(SC1C)NC(CC=1C=C(OCCC(CCNC(OC(C)(C)C)=O)(C)C)C=CC1)=O